(5-amino-2-(benzo[d]isoxazol-3-ylmethyl)-8-(1-ethyl-1H-pyrazol-5-yl)-[1,2,4]triazolo[1,5-c]pyrimidin-7-yl)benzonitrile NC1=NC(=C(C=2N1N=C(N2)CC2=NOC1=C2C=CC=C1)C1=CC=NN1CC)C1=C(C#N)C=CC=C1